4-[3-(2,6-Dichloro-4-piperazin-1-ylbenzoyl)-2,4-dihydro-1,3-benzoxazin-8-yl]-5-fluoro-2-(3-oxa-8-azabicyclo[3.2.1]octan-8-yl)benzoic acid ClC1=C(C(=O)N2COC3=C(C2)C=CC=C3C3=CC(=C(C(=O)O)C=C3F)N3C2COCC3CC2)C(=CC(=C1)N1CCNCC1)Cl